C[C@@H]1O[C@H](CN(C1)CCN1C(C(=C(C2=CC=CN=C12)O)C(=O)NC1CCC(CC1)C)=O)C 1-(2-((2S,6S)-2,6-dimethylmorpholino)ethyl)-4-hydroxy-N-((1s,4R)-4-methylcyclohexyl)-2-oxo-1,2-dihydro-1,8-naphthyridine-3-carboxamide